BrC=1C(=NN(C1C(O)C1=CC(=NN1C1=C(C=C(C=C1)F)I)C)C)CC (4-bromo-3-ethyl-1-methyl-1H-pyrazol-5-yl)(1-(4-fluoro-2-iodophenyl)-3-methyl-1H-pyrazol-5-yl)methanol